4-nitrophenyl 4-guanidinobenzoate hydrochloride Cl.N(C(=N)N)C1=CC=C(C(=O)OC2=CC=C(C=C2)[N+](=O)[O-])C=C1